N-(3-methoxyphenyl)-N-(1-methylpiperidin-4-yl)benzofuran-2-carboxamide COC=1C=C(C=CC1)N(C(=O)C=1OC2=C(C1)C=CC=C2)C2CCN(CC2)C